ethyl (E)-3-(dimethylamino)-2-(4-fluorophenyl)acrylate CN(/C=C(/C(=O)OCC)\C1=CC=C(C=C1)F)C